3-hydroxy-3-methylbutanenitrile OC(CC#N)(C)C